[Mg+2].B([O-])([O-])O.B(O)(O)O.B(O)(O)O Tris-borate magnesium